4,7-dibromo-2H-benzotriazole BrC1=CC=C(C2=NNN=C21)Br